2-[6-[4-(1-Acetylazetidine-3-carbonyl)piperazin-1-yl]-4-oxoquinazolin-3-yl]-N-[(3,4-dichlorophenyl)methyl]-N-methylacetamide C(C)(=O)N1CC(C1)C(=O)N1CCN(CC1)C=1C=C2C(N(C=NC2=CC1)CC(=O)N(C)CC1=CC(=C(C=C1)Cl)Cl)=O